N-(2-((2-aminoethyl)disulfanyl)ethyl)-3-(piperidin-1-yl)propionamide tert-Butyl-8-fluoro-1-(methylamino)-6-oxo-1,4,5,6-tetrahydrobenzo[c][1,7]naphthyridine-3(2H)-carboxylate C(C)(C)(C)OC(=O)N1CC(C=2C3=C(C(NC2C1)=O)C=C(C=C3)F)NC.NCCSSCCNC(CCN3CCCCC3)=O